C(C=C)(=O)N1C[C@@H](N(CC1)S(=O)(=O)C)C=1C=C(C=C(C1)Cl)C1=CC(=CC=C1)NC(C)=O (S)-N-(3'-(4-acryloyl-1-(methylsulfonyl)piperazin-2-yl)-5'-chloro-[1,1'-biphenyl]-3-yl)acetamide